BrC=1C=CC(=NC1)N1CCNCC1 (5-bromopyridin-2-yl)piperazine